1,2-dimethyl-3-aminobenzene CC1=C(C(=CC=C1)N)C